5-chloro-N-((1r,4r)-4-((3-(6-((cyclopropylmethyl)amino)pyridin-3-yl)-2-oxo-2,3-di-hydro-1H-benzo[d]imidazol-1-yl)methyl)cyclohexyl)-2-methylnicotinamide ClC=1C=NC(=C(C(=O)NC2CCC(CC2)CN2C(N(C3=C2C=CC=C3)C=3C=NC(=CC3)NCC3CC3)=O)C1)C